FC1(CCN(CC1)C=1C2=C(N=CN1)NC(=C2)C2=CC=C(C=C2)NC(=O)C2(CCN(CC2)C\C=C\C(=O)N(CC(F)(F)F)C)O)F (E)-N-(4-(4-(4,4-difluoropiperidin-1-yl)-7H-pyrrolo[2,3-d]pyrimidin-6-yl)phenyl)-4-hydroxy-1-(4-(methyl(2,2,2-trifluoroethyl)amino)-4-oxobut-2-en-1-yl)piperidine-4-carboxamide